1-(3-fluorophenyl)propane-1,3-diol FC=1C=C(C=CC1)C(CCO)O